ClC1=CC=C2C(=NC=3N(C2=C1)C=NN3)N(C)C=3C(=C(C=CC3)C3=CC=C(C=C3)C(F)F)F 8-chloro-N-(4'-(difluoromethyl)-2-fluoro-[1,1'-biphenyl]-3-yl)-N-methyl-[1,2,4]triazolo[4,3-a]quinazolin-5-amine